C(C1=CC=CC=C1)N1CC(C=C(C1)Br)O 1-benzyl-5-bromo-1,2,3,6-tetrahydropyridin-3-ol